COC(=O)[C@@H]1NC[C@H](C1)O[Si](C)(C)C(C)(C)C.C[C@H]1N(CCOC1)C=1C=C(C=2N(C1)C(=CN2)C2=CC=NN2)C2=CC=NN2C (R)-3-methyl-4-(8-(1-methyl-1H-pyrazol-5-yl)-3-(1H-pyrazol-5-yl)imidazo[1,2-a]pyridin-6-yl)morpholine methyl-(2R,4S)-4-[tert-butyl(dimethyl)silyl]oxypyrrolidine-2-carboxylate